C(#N)C1=CC2=C(CNCC2C2=C(C=C(C=C2)NS(=O)(=O)C)C=2C(=NN(C2)CC)C(F)(F)F)S1 N-(4-(2-cyano-4,5,6,7-tetrahydrothieno[2,3-c]pyridin-4-yl)-3-(1-ethyl-3-(trifluoromethyl)-1H-pyrazol-4-yl)phenyl)methanesulfonamide